C1(CC1)N1C(C2=C(C=C1C(F)(F)F)N=C(N2C)C2=C(C=C(C=N2)C(C#N)(C)C)SCC)=O 2-[6-[5-cyclopropyl-3-methyl-4-oxo-6-(trifluoromethyl)imidazo[4,5-c]pyridin-2-yl]-5-ethylsulfanyl-3-pyridyl]-2-methyl-propanenitrile